5,10,15,20-tetrakis(4-carboxyphenyl)porphyrin ruthenium [Ru].C(=O)(O)C1=CC=C(C=C1)C=1C2=CC=C(N2)C(=C2C=CC(C(=C3C=CC(=C(C=4C=CC1N4)C4=CC=C(C=C4)C(=O)O)N3)C3=CC=C(C=C3)C(=O)O)=N2)C2=CC=C(C=C2)C(=O)O